(3-(2'-ethoxy-3-(hydroxymethyl)biphenyl-4-yl)pyrrolidin-1-yl)(5-fluoropyridin-2-yl)methanone C(C)OC1=C(C=CC=C1)C1=CC(=C(C=C1)C1CN(CC1)C(=O)C1=NC=C(C=C1)F)CO